FC(OC=1C=C(C=CC1)C1=C(C(=C(O1)C)C(=O)NC1=NC(=NS1)CC(C)=O)[2H])F 5-(3-(Difluoromethoxy)phenyl)-2-methyl-N-(3-(2-oxopropyl)-1,2,4-thiadiazol-5-yl)furan-4-d-3-carboxamide